tert-Butyl 2-(((6-((3,6-dichloro-5-cyanopyridin-2-yl)amino)-1-methyl-2-oxo-1,2-dihydroquinolin-3-yl)oxy)methyl)morpholine-4-carboxylate ClC=1C(=NC(=C(C1)C#N)Cl)NC=1C=C2C=C(C(N(C2=CC1)C)=O)OCC1CN(CCO1)C(=O)OC(C)(C)C